(1R,3S)-1-((2'-(benzyloxy)-3',4-difluoro-[1,1'-biphenyl]-3-yl)methyl)-3-(methylsulfonamido)cyclopentane-1-carboxamide C(C1=CC=CC=C1)OC1=C(C=CC=C1F)C1=CC(=C(C=C1)F)C[C@]1(C[C@H](CC1)NS(=O)(=O)C)C(=O)N